3-(N,N-diethylamino)propyltrimethoxysilane CCN(CC)CCC[Si](OC)(OC)OC